ClC1=C(C=CC(=C1)F)C1=CNC(C2=CC(=CC=C12)O[C@@H](C(=O)N1C[C@@H](OCC1)C(=O)N)C)=O (R)-4-((R)-2-((4-(2-chloro-4-fluorophenyl)-1-oxo-1,2-dihydroisoquinolin-7-yl)oxy)propanoyl)morpholine-2-carboxamide